CC(CN)(C)SSC1=NC=CC=C1 2-methyl-2-(pyridin-2-yldisulfanyl)propan-1-amine